FC1=C(C(=CC=C1OC)N1N=NC(=C1)C)CNC(=O)C=1C(=NN(C1)CC1=CC=C2C(CN(CC2=C1)C)(C)C)COC N-{[2-fluoro-3-methoxy-6-(4-methyl-1,2,3-triazol-1-yl)phenyl]methyl}-3-(methoxymethyl)-1-[(2,4,4-trimethyl-1,3-dihydroisoquinolin-7-yl)methyl]pyrazole-4-carboxamide